rel-(2S,3S)-1-((tert-butyldimethylsilyl)oxy)-2-(4-((6-(2-hydroxypropan-2-yl)pyridin-2-yl)amino)-2-(methylthio)pyrimidin-5-yl)-2,5-dimethylhex-5-en-3-ol [Si](C)(C)(C(C)(C)C)OC[C@]([C@H](CC(=C)C)O)(C)C=1C(=NC(=NC1)SC)NC1=NC(=CC=C1)C(C)(C)O |o1:9,10|